ClC=1C=CC(=C(C1)C1CC(C(N1)=O)=C)C=1C=NN(C1)C 5-(5-chloro-2-(1-methyl-1H-pyrazol-4-yl)phenyl)-3-methylenepyrrolidin-2-one